2-[2-methacryloyloxy-ethylcarbamoyl]ethylsulfide C(C(=C)C)(=O)OCCNC(=O)CCSCCC(NCCOC(C(=C)C)=O)=O